(R)-(3-Fluorophenyl)((2R,5S)-5-((1-(methylsulfonyl)piperidin-4-yl)methyl)-pyrrolidin-2-yl)methanol hydrochloride Cl.FC=1C=C(C=CC1)[C@@H](O)[C@@H]1N[C@@H](CC1)CC1CCN(CC1)S(=O)(=O)C